FC=1C=CC(=C(C1)C[C@@](O)(C1CCOCC1)[C@@H]1CNCCO1)OC (1R)-2-(5-fluoro-2-methoxyphenyl)-1-[(2S)-morpholin-2-yl]-1-(oxan-4-yl)ethanol